CC1=C(C(NC(=C1)C)=O)CNC(=O)C=1C(=C(N2C=C(C=C2C1)C1=CC=CC=C1)C(C)N1CCOCC1)C N-((4,6-dimethyl-2-oxo-1,2-dihydropyridin-3-yl)methyl)-6-methyl-5-(1-morpholinoethyl)-2-phenylindolizine-7-carboxamide